C(C)(C)(C)C=1OC2=C(N1)C=CC(=C2)OC\C(\CNC(OC(C)(C)C)=O)=C\F tert-butyl (E)-(2-(((2-(tert-butyl)benzo[d]oxazol-6-yl)oxy)methyl)-3-fluoroallyl)carbamate